rac-[2-(2,3-dicetyloxypropyl-oxysuccinyloxy)ethyl]-trimethylammonium C(CCCCCCCCCCCCCCC)O[C@@H](COC(CCC(=O)OCC[N+](C)(C)C)=O)COCCCCCCCCCCCCCCCC |r|